(2S,4R)-N-(2-(4-((3-(2,3-difluoro-4-methoxyphenyl)imidazo[1,2-a]pyrazin-8-yl)amino)-2-ethylbenzamido)cyclobutyl)-4-hydroxypyrrolidine-2-carboxamide FC1=C(C=CC(=C1F)OC)C1=CN=C2N1C=CN=C2NC2=CC(=C(C(=O)NC1C(CC1)NC(=O)[C@H]1NC[C@@H](C1)O)C=C2)CC